C(C1=CC=CC=C1)OC([C@@H](N)[C@H](O)C)=O L-THREONINE BENZYL ESTER